FC=1C=C(C=C(C1)F)[C@H]1N(OCC1)C(=O)[C@@H]1C[C@@H](C1)N1C=CC2=CC(=CC=C12)F cis-[(3S)-3-(3,5-difluorophenyl)isoxazolidin-2-yl]-[3-(5-fluoroindol-1-yl)cyclobutyl]methanone